3,5-dichloro-N-(4-(N-(3-methoxyphenyl)sulfamoyl)phenyl)benzenesulfonamide ClC=1C=C(C=C(C1)Cl)S(=O)(=O)NC1=CC=C(C=C1)S(NC1=CC(=CC=C1)OC)(=O)=O